Cl.O=CCOC(CCCCCCCN)=O.[I-].[I-].[NH+]1=CC=CC2=CC=CC=C12.[NH+]1=CC=CC2=CC=CC=C12 quinolinium diiodide 2-oxoethyl-8-aminooctanoate hydrochloride